1,2-difluoro-3-methylsulfonyl-benzene FC1=C(C(=CC=C1)S(=O)(=O)C)F